ClC=1C(=CC=C2N=CC(=NC12)C=1C=NN(C1)C1C2CN(CC1CC2)C(=O)OC(C)(C)C)OC2=CC1=C(N=C(N1COCC[Si](C)(C)C)C)C=C2 tert-butyl 8-[4-[8-chloro-7-[2-methyl-3-(2-trimethylsilyl ethoxymethyl)benzimidazol-5-yl]oxy-quinoxalin-2-yl]pyrazol-1-yl]-3-azabicyclo[3.2.1]octane-3-carboxylate